CN(C(CNC(=O)N1CC2=CC=CC=C2C1)C1=CC=C(C=C1)OC)C N-(2-(dimethylamino)-2-(4-methoxyphenyl)ethyl)isoindoline-2-carboxamide